CS(=O)(=O)N1CCN(CC1)C1=CC=C(C=N1)NC1=NC=CC=N1 N-(6-(4-(methylsulfonyl)piperazine-1-yl)pyridin-3-yl)pyrimidin-2-amine